C1COCCC1NC2=NC(=NC=C2[N+](=O)[O-])Cl 2-Chloro-5-nitro-N-(tetrahydro-2H-pyran-4-yl)pyrimidin-4-amine